CC12C(CC(C=C1)C2)C(=O)OC2OC(OC2)(C)C (2,2-dimethyl-1,3-dioxolan-4-yl) methyl-5-norbornene-2-carboxylate